Sodium (Z)-3-oxobut-1-en-1-olate O=C(\C=C/[O-])C.[Na+]